FC=1C(=NC=CC1CN1[C@H](CCC1)[C@@](C)(C1=CC=CC=C1)O)C=1C=C2CN(C(C2=CC1)=O)C1C(NC(CC1)=O)=O 3-(5-(3-fluoro-4-(((R)-2-((R)-1-hydroxy-1-phenylethyl)pyrrolidin-1-yl)methyl)pyridin-2-yl)-1-oxoisoindolin-2-yl)piperidine-2,6-dione